ClC=1C=C(C=CC1F)NC(N(C)[C@@H]1COCC=2N=C(C=3C=C(C(=CC3C21)F)F)NC)=O (S)-3-(3-chloro-4-fluorophenyl)-1-(8,9-difluoro-6-(methylamino)-1,4-dihydro-2H-pyrano[3,4-c]isoquinolin-1-yl)-1-methylurea